(3-{4-chloro-5-ethyl-7H-pyrrolo[2,3-b]pyridin-3-yl}phenyl)-1,3-diazinan-2-one ClC1=C2C(NC=C1CC)=NC=C2C=2C=C(C=CC2)N2C(NCCC2)=O